COC1=C(CC(NC)C)C=C(C(=C1)C)OC 2,5-dimethoxy-4,N-dimethylamphetamine